4-(4-hexyloxybenzoyloxy)benzoic acid-2-octyl ester CC(CCCCCC)OC(C1=CC=C(C=C1)OC(C1=CC=C(C=C1)OCCCCCC)=O)=O